FC1=C(C=CC=C1)C(=O)C1=CC(=C(C(=C1)C(C)(C)C)O)C(C)(C)C (3,5-di-tert-butyl-4-hydroxyphenyl) (2-fluorophenyl) ketone